ClC1=NC(=C(C(=N1)C=O)OC)Cl 2,6-dichloro-5-methoxypyrimidine-4-carbaldehyde